FC=1C=C(C=CC1)C[C@@H](C(N[C@@H](C[C@H]1C(NCC1)=O)C(COC(F)(F)F)=O)=O)NC(C(=O)NC1=CC(=CC=C1)OC)=O N1-((S)-3-(3-fluorophenyl)-1-oxo-1-(((S)-3-oxo-1-((S)-2-oxopyrrolidin-3-yl)-4-(trifluoromethoxy)butan-2-yl)amino)propan-2-yl)-N2-(3-methoxyphenyl)oxalamide